FC(CC[C@@H]1CN(C2=C(S(C1(F)F)(=O)=O)C=C(C(=C2)C(F)(F)F)OCC2(CC2)C(=O)OCC)C2=CC=C(C=C2)F)(C)F ethyl (R)-1-(((3-(3,3-difluorobutyl)-2,2-difluoro-5-(4-fluorophenyl)-1,1-dioxido-7-(trifluoromethyl)-2,3,4,5-tetrahydrobenzo[b][1,4]thiazepin-8-yl)oxy)methyl)cyclopropane-1-carboxylate